CC1(N=C(C=N1)C1=C(C(=C(C=C1)OC(F)F)F)F)C(=O)NC1=CC(=C(C=C1)C(=O)N1CCN(CC1)C(CN(C)C)=O)Cl 2-methyl-N-[3-chloro-4-[4-[2-(dimethylamino)acetyl]piperazine-1-carbonyl]phenyl]-5-[4-(difluoromethoxy)-2,3-difluoro-phenyl]-imidazole-2-carboxamide